N1C=CC=2C1=NC=CC2N2CC1=C(N=CN=C1C1CN(CCC1)S(=O)(=O)CC)C[C@H]2C 3-[(7R)-6-{1H-pyrrolo[2,3-b]pyridin-4-yl}-7-methyl-5H,6H,7H,8H-pyrido[4,3-d]pyrimidin-4-yl]-1-(ethanesulfonyl)-piperidine